5-Bromo-N-phenyl-2-pyridinamine C1=CC=C(C=C1)NC2=NC=C(C=C2)Br